C(C)(C)C1=NNC(=C1N)C(C)C 3,5-diisopropyl-1H-pyrazol-4-amine